(2S,5R)-5-(o-tolyl)pyrrolidine-2-carboxylic acid C1(=C(C=CC=C1)[C@H]1CC[C@H](N1)C(=O)O)C